C12CN(CC2C1)C=1C=C(C(=NC1)NC(C1=C(C=CC(=C1)[N+](=O)[O-])SC1=NN=NN1C)=O)F N-(5-{3-azabicyclo[3.1.0]hexan-3-yl}-3-fluoropyridin-2-yl)-2-[(1-methyl-1H-1,2,3,4-tetrazol-5-yl)sulfanyl]-5-nitrobenzamide